FC1=C2C(=CN=C1N1[C@@H](CN(CC1)CCS(=O)(=O)C)C)NC(=C2C(C)C)C=2C(=C(C=1N(C2)N=CN1)C)C (R)-6-(4-fluoro-3-isopropyl-5-(2-methyl-4-(2-(methylsulfonyl)ethyl)piperazin-1-yl)-1H-pyrrolo[2,3-c]pyridin-2-yl)-7,8-dimethyl-[1,2,4]triazolo[1,5-a]pyridine